F[C@@H]1C(NC(C[C@@H]1N1C=CC2=C1N=NC(=C2)C2=C(C=C1C=NC(=NC1=C2)C)O)(C)C)(C)C 7-{7-[(3S,4S)-3-fluoro-2,2,6,6-tetramethylpiperidin-4-yl]-7H-pyrrolo[2,3-c]pyridazin-3-yl}-2-methylquinazolin-6-ol